7-((6-chloroimidazo[1,2-b]pyridazin-3-yl)amino)-3-hydroxy-N-(4-((4-methylpiperazin-1-yl)methyl)-3-(trifluoromethyl)phenyl)-2-naphthamide ClC=1C=CC=2N(N1)C(=CN2)NC2=CC=C1C=C(C(=CC1=C2)C(=O)NC2=CC(=C(C=C2)CN2CCN(CC2)C)C(F)(F)F)O